3-{4-[(6-Bromo-2-{4-[4-(3-hydroxypropyl)piperazin-1-yl]phenyl}-3H-imidazo[4,5-b]pyridin-7-yl)amino]piperidin-1-yl}propanenitrile BrC=1C(=C2C(=NC1)NC(=N2)C2=CC=C(C=C2)N2CCN(CC2)CCCO)NC2CCN(CC2)CCC#N